FC=1C(=C(C=C2C(=NC(=NC12)OCC(F)(F)F)N1C[C@H]2CC[C@@H](C1)N2C(=O)OC(C)(C)C)I)C2=CC(=CC1=CC=CC=C21)OCOC tert-butyl (1R,5S)-3-(8-fluoro-6-iodo-7-(3-(methoxymethoxy)naphthalene-1-yl)-2-(2,2,2-trifluoroethoxy)quinazolin-4-yl)-3,8-diazabicyclo[3.2.1]octane-8-carboxylate